C1(C=CC2=CC=CC=C12)[Si]([C-]1C=C(C2=CC=CC=C12)C(C)CC)(C)C.[Li+] lithium 1-((1H-inden-1-yl)dimethylsilyl)-3-(sec-butyl)-1H-inden-1-ide